1-(4-(chloromethyl)pyridin-2-yl)-3-cyclopropyl-urea ClCC1=CC(=NC=C1)NC(=O)NC1CC1